2,4,6-Cycloheptatrien C1C=CC=CC=C1